O[C@@H]1CO[C@@H]([C@H]([C@H]1O)O)CO (2R,3R,4S,5S,6R)-3,4,5-trihydroxy-6-(hydroxymethyl)tetrahydro-2H-pyran